[N+](=O)([O-])C=1C=C(C=CC1)N1C(C=CC2=CN=C3C(=C12)C=C(C=C3)C3=CC=C(C=C3)NS(=O)(=O)C)=O N-(4-(1-(3-Nitrophenyl)-2-oxo-1,2-dihydrobenzo[h][1,6]naphthyridin-9-yl)phenyl)methanesulfonamide